ClC=1C(=C(CN2[C@@H](C[C@@](CC2)(C(=O)O)CC2=NC(=C(C(=C2F)C(C(C)C)=O)F)NC2=NNC(=C2)C)C)C=CC1)F (2R,4R)-1-(3-chloro-2-fluorobenzyl)-4-((3,5-difluoro-4-isobutyryl-6-((5-methyl-1H-pyrazol-3-yl)amino)pyridin-2-yl)methyl)-2-methylpiperidine-4-carboxylic acid